(3-fluoro-4-((1-isopropyl-2-keto-2,3-dihydro-1H-imidazo[4,5-b]pyridin-7-yl)oxy)phenyl)-1-phenyl-1H-pyrazole-3-carboxamide FC=1C=C(C=CC1OC1=C2C(=NC=C1)NC(N2C(C)C)=O)C=2C(=NN(C2)C2=CC=CC=C2)C(=O)N